C(C)(C)(C)OC(=O)OC1=C(C=C(C=C1C)[S+](C1=CC=CC=C1)C1=CC(=C(C(=C1)C)OC(=O)OC(C)(C)C)C)C bis(4-tert-butoxycarbonyloxy-3,5-dimethylphenyl)phenylsulfonium